CC1(CC(C1)N1C(=NC=2C1=NC=C(C2)B2OC(C(O2)(C)C)(C)C)C)O (cis)-1-methyl-3-[2-methyl-6-(4,4,5,5-tetramethyl-1,3,2-dioxaborolan-2-yl)-3H-imidazo[4,5-b]pyridin-3-yl]cyclobutan-1-ol